FC1=C(C(=CC=C1)COCCCOC1OCCCC1)B1OC(C(O1)(C)C)(C)C 2-(2-fluoro-6-{[3-(oxan-2-yloxy)propoxy]methyl}phenyl)-4,4,5,5-tetramethyl-1,3,2-dioxaborolane